N=S(/C=C/CNC(=O)C=1C(NC=2CCCCC2C1)=O)(C1=CC=C(C=C1)OC(F)(F)F)=O N-[(2E)-3-[imino(oxo)[4-(trifluoromethoxy)phenyl]-λ6-sulfanyl]prop-2-en-1-yl]-2-oxo-1,2,5,6,7,8-hexahydroquinoline-3-carboxamide